FC=1C=C(CNCCCCOCCNC2=C3C=NNC3=CC(=C2)C2=CC(NN=C2)=O)C=C(C1OC(F)(F)F)F 5-(4-((2-(4-((3,5-difluoro-4-(trifluoromethoxy)benzyl)amino)butoxy)ethyl)amino)-1H-indazol-6-yl)pyridazin-3(2H)-one